[(Fluoromethyl)cyclopropyl]methanamine FCC1(CC1)CN